2-(2,6-dimethylphenyl)-3-(1H-indol-5-yl)-4,5,6,7-tetrahydropyrazolo[4,3-c]pyridine hydrochloride Cl.CC1=C(C(=CC=C1)C)N1N=C2C(CNCC2)=C1C=1C=C2C=CNC2=CC1